FC=1C=C2C(=NN(C2=CC1I)C)N 5-fluoro-6-iodo-1-methyl-1H-indazol-3-amine